C(C1=CC=CC=C1)(=O)C1=CN(C2SCC(N21)C=2C=NC(=CC2)Cl)CC 5-benzoyl-3-(6-chloro-3-pyridyl)-7-ethyl-2,3-dihydroimidazo[2,1-b]thiazol